C(C=C)ON(S(=O)(=O)C1=C(C=CC=C1)[N+](=O)[O-])C1C(=CC(N(C1)C(=O)O)CO[Si](C)(C)C(C)(C)C)C.C(C)[Si](OCCCCC)(OCCCCC)C1=CC=CC2=CC=CC=C12 ethyl-(naphthyl)dipentyloxysilane 5-(N-(allyloxy)-2-nitrophenylsulfonamido)-2-((tert-butyldimethylsilyloxy)methyl)-4-methyl-5,6-dihydropyridine-1(2H)-carboxylate